CN(CCO)C(C)(C#C)C 2-(methyl-(2-methylbut-3-yn-2-yl)amino)ethanol